dimethylaminopropyl-acrylamide hydrochloric acid salt Cl.CN(C)CCCC(C(=O)N)=C